trans-1,3-diphenylallyl acetate C(C)(=O)OC(\C=C\C1=CC=CC=C1)C1=CC=CC=C1